(2S,3R,4R)-1-acetyl-4-((3-(2-aminoethoxy)phenyl)amino)-2-cyclopropyl-3-methyl-1,2,3,4-tetrahydroquinoline-6-carboxamide C(C)(=O)N1[C@H]([C@@H]([C@H](C2=CC(=CC=C12)C(=O)N)NC1=CC(=CC=C1)OCCN)C)C1CC1